C(CCCCCCCCCCCCCCC)(=O)N1[C@@H](CCC1)C(=O)N1CCCC1 (S)-1-((S)-1-palmitoyl-pyrrolidine-2-carbonyl)pyrrolidine